FC=1C(=NC(=NC1)NC=1C=C(C=NC1)N1C(CCC1)=O)C=1CNCCC1 1-(5-((5-fluoro-4-(1,2,5,6-tetrahydropyridin-3-yl)pyrimidin-2-yl)amino)pyridin-3-yl)pyrrolidine-2-one